6-methoxy-1-propyl-3,4-dihydroisoquinoline COC=1C=C2CCN=C(C2=CC1)CCC